N1=CC=C(C2=CC=CC=C12)C=1C=CC2=C(C(=CS2)C2CCN3CCCCC3CC2)C1 5-(quinolin-4-yl)-3-(1-azabicyclo[5.4.0]undecan-4-yl)benzothiophene